5-(3,4,5-trimethoxyphenyl)-[1,2,4]triazolo[4,3-a]pyridine COC=1C=C(C=C(C1OC)OC)C1=CC=CC=2N1C=NN2